P(=O)(O)(O)OCCN Phospho-Ethanolamine